NC1=NC=CC=2N1C(=NC2C2CCN(CC2)S(=O)(=O)CC)C2=CC=C(CNC(C1=C(C=CC(=C1)F)OC)=O)C=C2 N-(4-(5-amino-1-(1-(ethylsulfonyl)piperidin-4-yl)imidazo[1,5-c]pyrimidin-3-yl)benzyl)-5-fluoro-2-methoxybenzamide